COC=1C(=NC(=NC1)C)NC1=NNC2=CC(=CC=C12)[C@@H]1C[C@]12C(NC1=CC=C(C=C21)C)=O (1s,2s)-2-{3-[(5-methoxy-2-methylpyrimidin-4-yl)amino]-1H-indazol-6-yl}-5'-methyl-spiro[cyclopropane-1,3'-indol]-2'(1'H)-one